Hydroxy-benzene OC1=CC=CC=C1